(3R)-3-{[2-(5-Methylthiophen-3-yl)[1,2,4]triazolo[1,5-c]quinazolin-5-yl]amino}piperidin-2-one CC1=CC(=CS1)C1=NN2C(=NC=3C=CC=CC3C2=N1)N[C@H]1C(NCCC1)=O